NC1=C(C(=NC=N1)C=1C(=C(C=C(C1)F)NC(C1=C(C=C(C=C1)C1CC1)F)=O)C)OCCN(C(\C=C\CN(CCCN1CCNCC1)C)=O)C N-[3-[6-amino-5-[2-[methyl-[(E)-4-[methyl(3-piperazin-1-ylpropyl)amino]but-2-enoyl]amino]ethoxy]pyrimidin-4-yl]-5-fluoro-2-methyl-phenyl]-4-cyclopropyl-2-fluoro-benzamide